O=C1CN=CC(=C1)C(=O)O 3-OXO-2,3-DIHYDROPYRIDINE-5-CARBOXYLIC ACID